ClC1=[N+](C=C(C=C1)C)[O-] 2-chloro-5-methylpyridine-1-oxide